[7,8-dichloro-10-(1-methyl-1H-pyrazol-3-yl)-3,4-dihydropyrazino[1,2-b]indazol-2(1H)-yl]-2-methoxyethan-1-one ClC1=C(C=C(C2=C3N(N=C12)CCN(C3)C(COC)=O)C3=NN(C=C3)C)Cl